(2S)-2-(methoxymethyl)morpholine COC[C@@H]1CNCCO1